C(C)C1=CC2=C(CCO[C@]23C[C@@H](N(CC3)CC=3N=NN(C3)C=3C=C(C=NC3)O)C)S1 5-[4-[[(2'S,4R)-2-ethyl-2'-methyl-spiro[6,7-dihydrothieno[3,2-c]pyran-4,4'-piperidin]-1'-yl]methyl]triazol-1-yl]pyridin-3-ol